3-chloro-N-[(1R)-1-(2,3-difluorophenyl)ethyl]-6-[6-(dimethylphosphoryl)-5-fluoropyridin-3-yl]-7-fluoro-2-methyl-1,5-naphthyridin-4-amine ClC=1C(=NC2=CC(=C(N=C2C1N[C@H](C)C1=C(C(=CC=C1)F)F)C=1C=NC(=C(C1)F)P(=O)(C)C)F)C